tert.-Butyl-azetidin-1-carboxylat C(C)(C)(C)OC(=O)N1CCC1